Cyclohexyl-2-cyanobutanedioic acid diisobutyl ester C(C(C)C)OC(C(CC(=O)OCC(C)C)(C#N)C1CCCCC1)=O